4-((2R,3S,4R,5R)-3-(2-(difluoromethoxy)-4-fluoro-3-methylphenyl)-4,5-dimethyl-5-(trifluoromethyl)tetrahydrofuran-2-carboxamido)picolinamide FC(OC1=C(C=CC(=C1C)F)[C@H]1[C@@H](O[C@]([C@@H]1C)(C(F)(F)F)C)C(=O)NC1=CC(=NC=C1)C(=O)N)F